C(C)(C)(C)[S@@](=O)N[C@H]1C2(CN3C1=NN=C3)CCN(CC2)C(=O)OC(C)(C)C tert-butyl (S)-7'-(((R)-tert-butylsulfinyl)amino)-5'H,7'H-spiro[piperidine-4,6'-pyrrolo[2,1-c][1,2,4]triazole]-1-carboxylate